2-(4-ethylpiperazin-1-yl)-N-(4-fluoro-benzyl)benzo[d]-thiazole-6-carboxamide C(C)N1CCN(CC1)C=1SC2=C(N1)C=CC(=C2)C(=O)NCC2=CC=C(C=C2)F